methyl 3,5-bis[3-(tert-butoxycarbonylamino)propoxy]benzoate C(C)(C)(C)OC(=O)NCCCOC=1C=C(C(=O)OC)C=C(C1)OCCCNC(=O)OC(C)(C)C